N-(1,6-dimethylindazol-7-yl)-6-[5-(trifluoromethyl)-1H-pyrazol-3-yl]pyridine-3-sulfonamide CN1N=CC2=CC=C(C(=C12)NS(=O)(=O)C=1C=NC(=CC1)C1=NNC(=C1)C(F)(F)F)C